amino-6-(benzyloxy)-7-(cyclopropylmethyl)-7,9-dihydro-8H-purin-8-one NC1=NC(=C2N(C(NC2=N1)=O)CC1CC1)OCC1=CC=CC=C1